{[(2,6-Dinitrobenzyl)oxy]carbonyl}cyclohexylamine [N+](=O)([O-])C1=C(COC(=O)NC2CCCCC2)C(=CC=C1)[N+](=O)[O-]